C(\C=C(/C)\CCC=C(C)C)OP([O-])(=O)OP(=O)([O-])[O-] 10E-geranyldiphosphate